FC1=C(C=CC(=C1)SC(F)(F)F)COC1CNC1 3-[[2-fluoro-4-(trifluoromethylsulfanyl)phenyl]methoxy]azetidine